Dimethyl-dodecyl-triphenyl-silyl-propyl-ammonium bromide [Br-].CC(CC(C1=CC=CC=C1)(C1=CC=CC=C1)C1=CC=CC=C1)([NH+]([SiH3])CCCCCCCCCCCC)C